dimethyltin dithioacetate C(C)(=S)[S-].C[Sn+2]C.C(C)(=S)[S-]